norbornyl-benzocyclobutene calcium oxolate O1C(=CC=C1)C(=O)[O-].[Ca+2].C12(CCC(CC1)C2)C2CC=1C2=CC=CC1.O1C(=CC=C1)C(=O)[O-]